C[C@H]1C(O[C@H](C(O1)=O)C)=O (3S)-cis-3,6-dimethyl-1,4-dioxane-2,5-dione